BrCC1=C2C=NN(C2=CC=C1)COCC[Si](C)(C)C 4-(bromomethyl)-1-((2-(trimethylsilyl)ethoxy)methyl)-1H-indazole